(R)-2-(2-((5-(1-aminoisoquinolin-5-yl)-1'-(tert-butoxycarbonyl)-2,3-dihydrospiro[inden-1,4'-piperidin]-3-yl)oxy)phenyl)acetic acid NC1=NC=CC2=C(C=CC=C12)C=1C=C2[C@@H](CC3(CCN(CC3)C(=O)OC(C)(C)C)C2=CC1)OC1=C(C=CC=C1)CC(=O)O